N-(2-amino-2-oxoethyl)-4-(2'-(bis(4-methoxybenzyl)amino)-5-(dimethylcarbamoyl)-[2,3'-bipyridyl]-5'-yl)-1H-pyrrolo[2,3-b]pyridine-2-carboxamide NC(CNC(=O)C1=CC=2C(=NC=CC2C=2C=C(C(=NC2)N(CC2=CC=C(C=C2)OC)CC2=CC=C(C=C2)OC)C2=NC=C(C=C2)C(N(C)C)=O)N1)=O